(S)-N-(5-(2-aminobenzo[d]oxazol-6-yl)-2-methoxypyridin-3-yl)-3-phenylisoxazolidin NC=1OC2=C(N1)C=CC(=C2)C=2C=C(C(=NC2)OC)N2OCC[C@H]2C2=CC=CC=C2